C1(=CC=CC=C1)C1CCC(=O)OCC1 Gamma-phenyl-epsilon-caprolactone